C(C)OC1=CC(=CC(=N1)N1C(C2=CC=CC(=C2C1)C(F)(F)F)=O)C1=C(C=NN1C)C1=NN=CN1C 2-(6-ethoxy-4-(1-methyl-4-(4-methyl-4H-1,2,4-triazol-3-yl)-1H-pyrazol-5-yl)pyridin-2-yl)-4-(trifluoromethyl)isoindolin-1-one